C(=O)(O)N1C(N([C@H]2[C@H](O)[C@H](O)[C@@H](CO)O2)C=CC1=O)=O 3-carboxyuridine